diphenyl isoDecylphosphite C(CCCCCCC(C)C)P(OC1=CC=CC=C1)(OC1=CC=CC=C1)[O-]